ClC1=C(C(=O)O)C=C(C(=C1)F)[N+](=O)[O-] 2-chloro-4-fluoro-5-nitro-benzoic acid